FC=1C=C(C=CC1F)[C@H]1[C@@H](C1)NC=1C2=C(N=C(N1)SCCC)N(N=N2)[C@H]2[C@@H]([C@@H]([C@H](C2)OCCO)O)O (1s,2s,3r,5s)-3-[7-[[(1r,2s)-2-(3,4-difluorophenyl)cyclopropyl]amino]-5-(propylsulfanyl)-3H-1,2,3-triazolo[4,5-d]pyrimidin-3-yl]-5-(2-hydroxyethoxy)-1,2-cyclopentanediol